Cl.C(C)NO N-ethyl-hydroxylamine hydrochloride